4-{7-[(5-methoxy-7-methyl-1H-indol-4-yl)methyl]-2-(methylsulfamoyl)-2,7-diazaspiro[3.5]non-6-yl}benzoic acid COC=1C(=C2C=CNC2=C(C1)C)CN1C(CC2(CN(C2)S(NC)(=O)=O)CC1)C1=CC=C(C(=O)O)C=C1